2-((1-(2-(4-isopropyl-5-(8-methyl-[1,2,4]triazolo[1,5-a]pyridin-6-yl)-1H-pyrazol-3-yl)thiazol-5-yl)ethyl)(methyl)amino)-N,N-dimethylacetamide C(C)(C)C=1C(=NNC1C=1C=C(C=2N(C1)N=CN2)C)C=2SC(=CN2)C(C)N(CC(=O)N(C)C)C